tert-Butyl-Carboxylate C(C)(C)(C)C(=O)[O-]